NC1CCC(CC1)OC1=C(C=CC=C1)C1=CC(=NN1)NC=1N=CC(=NC1)C#N 5-((5-(2-(((1r,4r)-4-aminocyclohexyl)oxy)phenyl)-1H-pyrazol-3-yl)amino)pyrazine-2-carbonitrile